C(C)(C)(C)OC(=O)N1[C@H]2CC3(C[C@@H]1CC2)CN(C3)C3CCOCC3.COC3=C(C=CC=C3)B(O)O 2-methoxybenzeneboronic acid tert-butyl-(1'R,5'S)-1-(tetrahydro-2H-pyran-4-yl)-8'-azaspiro[azetidine-3,3'-bicyclo[3.2.1]octane]-8'-carboxylate